1-methyl-1-[4-(diphenylphosphino)benzyl]pyrrolidinium bromide [Br-].C[N+]1(CCCC1)CC1=CC=C(C=C1)P(C1=CC=CC=C1)C1=CC=CC=C1